4-(2-(1-cyano-2-methylpropan-2-yl)-5-fluoro-1-(4-fluoro-3-methylphenyl)-4-hydroxy-1H-indol-3-yl)-3-fluorobenzoic acid C(#N)CC(C)(C)C=1N(C2=CC=C(C(=C2C1C1=C(C=C(C(=O)O)C=C1)F)O)F)C1=CC(=C(C=C1)F)C